C(C=C)N(C1=C(C(=CC=C1)CC(CS(=O)(=O)C1=CC=CC=C1)C)OCOC)CC=C N,N-diallyl-2-(methoxymethoxy)-3-(2-methyl-3-(benzenesulfonyl)propyl)aniline